5-(1,1'-biphenyl-4-yl)-12-(9,9-dimethylfluoren-2-yl)-5H,12H-indolo[3,2-a]carbazole C1(=CC=C(C=C1)N1C2=CC=CC=C2C=2C1=CC=C1C3=CC=CC=C3N(C21)C2=CC=1C(C3=CC=CC=C3C1C=C2)(C)C)C2=CC=CC=C2